3-{4-[(1S)-1-[(1R)-1-(4-chlorophenyl)-2-[(4-chlorophenyl)methyl]-7-fluoro-1-methoxy-3-oxo-2,3-dihydro-1H-isoindol-5-yl]-1-hydroxypropyl]piperidin-1-yl}propanoic acid methyl ester COC(CCN1CCC(CC1)[C@](CC)(O)C=1C=C2C(N([C@@](C2=C(C1)F)(OC)C1=CC=C(C=C1)Cl)CC1=CC=C(C=C1)Cl)=O)=O